(6-(2-(4-Fluoro-3-methylphenyl)pyridin-3-yl)imidazo[1,2-a]pyridin-3-yl)ethan-1-ol FC1=C(C=C(C=C1)C1=NC=CC=C1C=1C=CC=2N(C1)C(=CN2)C(C)O)C